CN(CC#CC1=C(C=C(C=C1F)C=1CCN(CC1)CCC(C(=O)NO)(S(=O)(=O)C)C)F)C 4-(4-(4-(3-(dimethylamino)prop-1-yn-1-yl)-3,5-difluorophenyl)-3,6-dihydropyridin-1(2H)-yl)-N-hydroxy-2-methyl-2-(methylsulfonyl)butanamide